3-iodo-1-tetrahydropyran-4-yl-pyrazolo[3,4-d]pyrimidin-4-amine IC1=NN(C2=NC=NC(=C21)N)C2CCOCC2